N4-(5-Cyclopropyl-1H-pyrazol-3-yl)-N2-methyl-N2-{2-[(1-methyl-1H-pyrazol-4-yl)sulfonyl]-2-azaspiro[3.3]heptan-6-yl}pyrimidine-2,4-diamine C1(CC1)C1=CC(=NN1)NC1=NC(=NC=C1)N(C1CC2(CN(C2)S(=O)(=O)C=2C=NN(C2)C)C1)C